CC=1CCC=2C=CC(=CC2C1C1=C(C=CC=C1)C(F)(F)F)COC1=CC2=C(C=N1)[C@H]1[C@@H](C2)[C@@H]1C(=O)O (5aR,6S,6aS)-3-((7-methyl-8-(2-(trifluoromethyl)-phenyl)-5,6-dihydro-naphthalen-2-yl)methoxy)-5,5a,6,6a-tetrahydrocyclopropa[4,5]cyclopenta[1,2-c]pyridine-6-carboxylic acid